(3aS,7aS)-3a-(3,4-dimethoxyphenyl)-1-methyl-2,3,3a,4,5,7a-hexahydro-1H-indol-6-yl-2,2-dimethylbutanoate COC=1C=C(C=CC1OC)[C@@]12CCN([C@H]2C=C(CC1)OC(C(CC)(C)C)=O)C